C(C)(=O)C1=C(O)C(=C(C(=C1O)C(C)=O)O)C(C)=O 2,4,6-triacetyl-phloroglucinol